(1-(2-((2-(1-(Cyclopropylsulfonyl)-1H-pyrazol-4-yl)pyrimidin-4-yl)amino)-5-((3-((dimethylamino)methyl)phenyl)ethynyl)pyridin-4-yl)-4-methylpiperidin-4-yl)methanol C1(CC1)S(=O)(=O)N1N=CC(=C1)C1=NC=CC(=N1)NC1=NC=C(C(=C1)N1CCC(CC1)(C)CO)C#CC1=CC(=CC=C1)CN(C)C